N-[(9R,13S)-3,9-dimethyl-8-oxo-3,4,7,15-tetraazatricyclo[12.3.1.02,6]Octadecan-1(18),2(6),4,14,16-pentaen-13-yl]Carbamic acid tert-butyl ester C(C)(C)(C)OC(N[C@H]1CCC[C@H](C(NC=2C=NN(C2C=2C=CN=C1C2)C)=O)C)=O